(S)-N-[(R)-(5-chloro-4-cyclobutyl-2-methoxyphenyl)([1-[(2R)-2,3-dihydroxypropanoyl]piperidin-4-yl])methyl]-2-methylpropane-2-sulfinamide ClC=1C(=CC(=C(C1)[C@H](N[S@@](=O)C(C)(C)C)C1CCN(CC1)C([C@@H](CO)O)=O)OC)C1CCC1